FC=1C=C(CC=2C=3N(C=C(N2)C(=N)N)C=CN3)C=CC1 8-(3-fluorobenzyl)imidazo[1,2-a]pyrazine-6-carboxamidine